(R)-(1-(prop-2-yn-1-yl)pyrrolidin-2-yl)methanol C(C#C)N1[C@H](CCC1)CO